FC(C#CC(O)C=1SC=CC1)(F)F 4,4,4-trifluoro-1-(thiophen-2-yl)but-2-yn-1-ol